OC1=C(C=2C(C3=CC=CC=C3SC2C(=C1C)C)=O)C 2-hydroxy-1,3,4-trimethyl-9H-thioxanthone